1-(4-(2-(Cyclopropylamino)ethyl)benzyl)-2-(4-methoxyphenyl)-3-methyl-1H-indol-5-ol C1(CC1)NCCC1=CC=C(CN2C(=C(C3=CC(=CC=C23)O)C)C2=CC=C(C=C2)OC)C=C1